N-(5-cyano-4-((2-methoxyethyl)amino)pyridin-2-yl)-4-(1-methylpiperidine-4-carboxamido)-7-formyl-3,4-dihydro-2,4-methylene-1,8-naphthyridine-1(2H)-carboxamide C(#N)C=1C(=CC(=NC1)NC(=O)N1C2CC(C3=CC=C(N=C13)C=O)(C2)NC(=O)C2CCN(CC2)C)NCCOC